tert-butyl 4-[(7-{2,8-dimethylimidazo[1,2-b]pyridazin-6-yl}-1,8-naphthyridin-3-yl)(methyl)amino]piperidine-1-carboxylate CC=1N=C2N(N=C(C=C2C)C2=CC=C3C=C(C=NC3=N2)N(C2CCN(CC2)C(=O)OC(C)(C)C)C)C1